BrC1=C(SC2=NC(=CC=C21)Cl)C2(CC(C2)(F)F)CC(=O)O.NCCNCCC[Si](OC)(OC)C N-(2-aminoethyl)-3-aminopropyl-methyldimethoxy-silane 1-(3-bromo-6-chlorothieno[2,3-b]pyridin-2-yl)-3,3-difluorocyclobutyl-acetate